tert-Butyl 3-hydroxy-4-(3-methyl-3,8-diazabicyclo[3.2.1]octan-8-yl)pyrrolidine-1-carboxylate OC1CN(CC1N1C2CN(CC1CC2)C)C(=O)OC(C)(C)C